3-(3-fluoro-4-methoxyphenyl)-8-(4-morpholinopiperidine-1-yl)-4-oxo-2-(pyrrolidin-2-yl)-3,4-dihydroquinazoline-6-carbonitrile FC=1C=C(C=CC1OC)N1C(=NC2=C(C=C(C=C2C1=O)C#N)N1CCC(CC1)N1CCOCC1)C1NCCC1